tert-butyl (2R)-4-(3-(2,6-dioxopiperidin-3-yl)-1-methyl-1H-indazol-6-yl)-2-(trifluoromethyl)piperazine-1-carboxylate O=C1NC(CCC1C1=NN(C2=CC(=CC=C12)N1C[C@@H](N(CC1)C(=O)OC(C)(C)C)C(F)(F)F)C)=O